Tert-butyl-4-[[1-(2,6-dioxo-3-piperidyl)-3-methyl-2-oxo-benzimidazol-4-yl]methoxy]piperidine C(C)(C)(C)N1CCC(CC1)OCC1=CC=CC=2N(C(N(C21)C)=O)C2C(NC(CC2)=O)=O